water hydroperoxide [O-]O.O